C[N+](C)(CCCS(=O)(=O)[O-])CCCNC(CCCCCCCCCCCCC)=O 3-[N,N-dimethyl(3-myristoylaminopropyl)ammonio]propanesulfonate